3-(6-Chloropyrimidin-4-yl)-5-(1-methylcyclopropoxy)-1-trityl-pyrazolo[3,4-c]pyridine ClC1=CC(=NC=N1)C1=NN(C2=CN=C(C=C21)OC2(CC2)C)C(C2=CC=CC=C2)(C2=CC=CC=C2)C2=CC=CC=C2